C(#N)C=1C=C(COC=2C=C(C(=NC2)CN2CC(C2)C(=O)O)C)C=CC1OC(C)C 1-((5-((3-cyano-4-isopropoxybenzyl)oxy)-3-methylpyridin-2-yl)methyl)azetidine-3-carboxylic acid